[C@H]12CN(C[C@H](CC1)N2)C2=NC(=NC1=C(C(=C(C=C21)Cl)C2=CC(=CC1=CC=CC=C21)O)F)N2CCNCC2 4-((S or R)-4-((1R,5S)-3,8-diazabicyclo[3.2.1]octan-3-yl)-6-chloro-8-fluoro-2-(piperazin-1-yl)quinazolin-7-yl)naphthalen-2-ol